FC(C(C)(C)C1=CC(=NO1)NC(=O)C(C)C=1C(=NC=CC1)C1=C(C=NN1)C(=O)N)(F)F 5-[(1-[[5-[1,1,1-trifluoro-2-methylpropan-2-yl]-1,2-oxazol-3-yl]carbamoyl]ethyl)pyridin-2-yl]pyrazole-4-carboxamide